3-iodo-2-[6-[(1-methylcyclopropyl)amino]-1,5-naphthyridin-4-yl]-1H,5H,6H,7H-pyrrolo[3,2-c]pyridin-4-one IC1=C(NC2=C1C(NCC2)=O)C2=CC=NC1=CC=C(N=C21)NC2(CC2)C